FC=1C=CC(=NC1C)C1=NNC=C1C=1N=C2C=C(C=NC2=CC1)C=1C=NN(C1)C1CCC(CC1)N 4-[4-[6-[3-(5-fluoro-6-methyl-2-pyridyl)-1H-pyrazol-4-yl]-1,5-naphthyridin-3-yl]pyrazol-1-yl]cyclohexanamine